C(C)(C)(C)NC(C=C(NC(C)(C)C)NC(C)(C)C)[SiH3] tris(tert-butylamino)allylsilane